(3S,7R)-12-(benzyloxy)-N-(2,4-difluorobenzyl)-3-methyl-1,11-dioxo-1,4,5,6,7,11-hexahydro-3H-2,7-methanopyrido[1,2-a][1,4]diazonine-10-carboxamide C(C1=CC=CC=C1)OC=1C(C(=CN2C1C(N1[C@H](CCC[C@@H]2C1)C)=O)C(=O)NCC1=C(C=C(C=C1)F)F)=O